C(C)(C)(C)OC(=O)N1C2=C(C(=C1)CC(C)NCC(CO[Si](C1=CC=CC=C1)(C1=CC=CC=C1)C(C)(C)C)(F)F)SC=C2 6-(2-((3-((tert-butyldiphenylsilyl)oxy)-2,2-difluoropropyl)amino)propyl)-4H-thieno[3,2-b]pyrrole-4-carboxylic acid tert-butyl ester